OC(CN(CCCC(=O)OCCN1CCN(CC1)CCSSC1=NC=CC=C1)CC(CCCCCCCCCC)O)CCCCCCCCCC 2-(4-(2-(Pyridin-2-yldisulfaneyl)ethyl)piperazin-1-yl)ethyl 4-(bis(2-hydroxydodecyl)amino)butanoate